OC(C(=O)O)CCCCCCCCCC 2-Hydroxydodecanoic acid